O=C(CC(=N)N)N1CCCC1 3-oxo-3-(1-pyrrolidinyl)propionamidine